N=1C=C(N2N=CC=CC21)C#CC=2C=C(C(=O)NC1=CC(=C(C=C1)N1CCNCC1)C(F)(F)F)C=CC2C 3-(imidazo[1,2-b]pyridazin-3-ylethynyl)-4-methyl-N-(4-(piperazin-1-yl)-3-(trifluoromethyl)phenyl)benzamide